ClC1=NC=2N(C(=C1)NC=1C=C3C=C(C(N(C3=CC1)C)=O)OCC(=O)NC)N=CC2C#N 2-((6-((5-chloro-3-cyanopyrazolo[1,5-a]pyrimidin-7-yl)amino)-1-methyl-2-oxo-1,2-dihydroquinolin-3-yl)oxy)-N-methylacetamide